(R)-N-((S)-1'-(4-cyano-6-methylpyrimidin-2-yl)-1,3-dihydrospiro[inden-2,4'-piperidin]-1-yl)-2-methylpropan-2-sulfinamide C(#N)C1=NC(=NC(=C1)C)N1CCC2(CC1)[C@@H](C1=CC=CC=C1C2)N[S@](=O)C(C)(C)C